C(C)(C)(C)OC(=O)N1C[C@H](CC1)CNC(=O)C=1N=NN(C1)C1=CC(=CC=C1)Cl (R)-3-((1-(3-chlorophenyl)-1H-1,2,3-triazole-4-carboxamido)-methyl)-pyrrolidine-1-carboxylic acid tert-butyl ester